N-(3-((3-(9H-purin-6-yl)pyridin-2-yl)amino)-4-methylphenyl)-2-(4-methyl-1,4-diazepan-1-yl)acetamide N1=CN=C2NC=NC2=C1C=1C(=NC=CC1)NC=1C=C(C=CC1C)NC(CN1CCN(CCC1)C)=O